OC1CN(C1)C(=O)O[C@@H]1CC[C@H](CC1)C(N(C[C@@H]1CC[C@H](CC1)C1=NC(=C(C=C1)OC)C)C1=CC(=CC=C1)C=1N=C(OC1)C(C)C)=O trans-4-((3-(2-Isopropyloxazol-4-yl)phenyl)((trans-4-(5-methoxy-6-methylpyridin-2-yl)cyclohexyl)methyl) carbamoyl)cyclohexyl 3-hydroxyazetidine-1-carboxylate